1,3-dimethyl-2-(methylsulfonyl)-3,4-dihydro-1H-pyrido[3,4-b]indole-9(2H)-carboxylic acid tert-butyl ester C(C)(C)(C)OC(=O)N1C2=C(C3=CC=CC=C13)CC(N(C2C)S(=O)(=O)C)C